3-heptenyldimethylmethoxysilane C(CC=CCCC)[Si](OC)(C)C